ClC1=CC(=C(C=C1)C1=NC(=C2C(=N1)N(N=C2)C2CC(CC(C2)C)C)NC(=O)C=2SC(=CC2)[N+](=O)[O-])F N-(6-(4-chloro-2-fluorophenyl)-1-(3,5-dimethylcyclohexyl)-1H-pyrazolo[3,4-d]pyrimidin-4-yl)-5-nitrothiophene-2-carboxamide